N1(CCNCC1)C#N piperazin-1-carbonitrile